nicotinate hydrochloride Cl.C(C1=CN=CC=C1)(=O)O